(S)-5-(5-amino-6-(3-(4-((methylamino)methyl)phenyl)isoxazol-5-yl)pyrazin-2-yl)-3-fluoro-2,2-Dimethyl-2,3-dihydrobenzo[b]thiophene 1,1-dioxide NC=1N=CC(=NC1C1=CC(=NO1)C1=CC=C(C=C1)CNC)C1=CC2=C(S(C([C@H]2F)(C)C)(=O)=O)C=C1